2-(5-{[(3R)-3-Amino-1-piperidinyl]carbonyl}-1-methyl-1H-benzimidazol-2-yl)-1-ethyl-1H-indole-6-carbonitrile N[C@H]1CN(CCC1)C(=O)C1=CC2=C(N(C(=N2)C=2N(C3=CC(=CC=C3C2)C#N)CC)C)C=C1